COC(=O)C=1[C@H](C2=C(NC1C)COC2=O)C=2C=NC=C(C2[C@@H](C)F)F (R)-4-(5-fluoro-4-((R)-1-fluoroethyl)pyridin-3-yl)-2-methyl-5-oxo-1,4,5,7-tetrahydrofurano[3,4-b]pyridine-3-carboxylic acid methyl ester